FC=1C=CC2=C(SCC(N2CC(=O)NC2=NN=C(N2)C2=NC=CC=C2)=O)C1 2-(7-FLUORO-3-OXO-2H-BENZO[B][1,4]THIAZIN-4(3H)-YL)-N-(5-(PYRIDIN-2-YL)-4H-1,2,4-TRIAZOL-3-YL)ACETAMIDE